CN(CCCNC1=NC(=NC2=CC=CC=C12)NC1=CC(=CC=C1)C(F)(F)F)C N4-(3-(dimethylamino)propyl)-N2-(3-(trifluoromethyl)phenyl)quinazoline-2,4-diamine